3-methylpiperazin CC1CNCCN1